[Br-].O[NH+](O)CC N,N-dihydroxyethyl-ammonium bromide